[(3beta)-cholest-5-en-3-yloxy]((6S,9S)-1-amino-6-((4-(hydroxymethyl)phenyl)carbamoyl)-9-isopropyl-1,8,11-trioxo-13,16-dioxa-2,7,10-triazaoctadecan-18-yl)carbamate CC(C)CCC[C@@H](C)[C@H]1CC[C@H]2[C@@H]3CC=C4C[C@H](CC[C@]4(C)[C@H]3CC[C@]12C)ON(C([O-])=O)CCOCCOCC(N[C@H](C(N[C@@H](CCCNC(=O)N)C(NC1=CC=C(C=C1)CO)=O)=O)C(C)C)=O